C(C1=CC=CC=C1)N1CCC(CC1)C=1C(=C2CN(C(C2=CC1)=O)C1C(NC(CC1)=O)=O)O 3-(5-(1-benzylpiperidin-4-yl)-4-hydroxy-1-oxoisoindolin-2-yl)piperidine-2,6-dione